n-Butyl-di-1-adamantylphosphine C(CCC)P(C12CC3CC(CC(C1)C3)C2)C23CC1CC(CC(C2)C1)C3